(2-[(dimethoxymethylsilyl)methoxy]-5-hydroxyphenyl)tricyclohexylphosphonium bromide [Br-].COC(OC)[SiH2]COC1=C(C=C(C=C1)O)[P+](C1CCCCC1)(C1CCCCC1)C1CCCCC1